C(C)(C)(C)OC(=O)NCC1=CC(=C(C=C1)NC(=O)C1=CC2=C(OCCC3=C2SC=C3)C=C1C=1C(=NC(=CC1)C(NCCC)=O)C(=O)OC)CC methyl 3-(9-((4-(((tert-butoxycarbonyl)amino)methyl)-2-ethylphenyl)carbamoyl)-4,5-dihydrobenzo[b]thieno[2,3-d]oxepin-8-yl)-6-(propylcarbamoyl)picolinate